3-amino-5-oxo-7,8-dihydro-1,6-naphthyridine-6(5H)-carboxylate NC=1C=NC=2CCN(C(C2C1)=O)C(=O)[O-]